ClC1=NC(=CC=C1C=1CCNCC1)C(=O)NC 2-chloro-N-methyl-1',2',3',6'-tetrahydro-[3,4'-bipyridine]-6-carboxamide